NC1=C(C=C(C=N1)NC(C(=O)N1[C@@H](CN(CC1)C(=O)C1(CC1)C(F)(F)F)C1=CC(=C(C=C1)F)Cl)=O)CC |o1:12| rel-N-(6-amino-5-ethyl-3-pyridyl)-2-[(2R)-2-(3-chloro-4-fluoro-phenyl)-4-[1-(trifluoromethyl)cyclopropanecarbonyl]piperazin-1-yl]-2-oxo-acetamide